FC(C1=CC=2N(C=NC(C2)=O)C=C1)(F)F 6-(trifluoromethyl)-3H-pyrido[1,2-c]pyrimidin-3-one